5-(2,7-dimethylpyrazolo[1,5-a]pyridin-5-yl)-2-(6-(1-ethylazetidin-3-yl)pyridazin-3-yl)phenol hydrochloride Cl.CC1=NN2C(C=C(C=C2C)C=2C=CC(=C(C2)O)C=2N=NC(=CC2)C2CN(C2)CC)=C1